tert-butyl (trans)-4-(4-methoxyphenyl)-5-[((3-oxo-2,3-dihydro-1H-isoindol-5-yl)oxy)methyl]azepane-1-carboxylate COC1=CC=C(C=C1)[C@@H]1CCN(CC[C@H]1COC=1C=C2C(NCC2=CC1)=O)C(=O)OC(C)(C)C